(S)-5-(((3-(3'-chloro-2'-(2-chloro-3-((3-fluoro-4-(((2-hydroxyethyl)amino)methyl)pyridin-2-yl)amino)phenyl)-6-methoxy-[2,4'-bipyridin]-5-yl)propyl)amino)methyl)pyrrolidin-2-one ClC=1C(=NC=CC1C1=NC(=C(C=C1)CCCNC[C@@H]1CCC(N1)=O)OC)C1=C(C(=CC=C1)NC1=NC=CC(=C1F)CNCCO)Cl